tert-butyl 34-(2-(methylsulfonyl)pyrimidin-5-yl)-29-oxo-4,7,10,13,16,19,22,25-octaoxa-28-azatetratriacontane-33-ynoate CS(=O)(=O)C1=NC=C(C=N1)C#CCCCC(NCCOCCOCCOCCOCCOCCOCCOCCOCCC(=O)OC(C)(C)C)=O